N-((2,5-dimethyl-2H-indazol-4-yl)methyl)-4-(trifluoromethoxy)benzamide CN1N=C2C=CC(=C(C2=C1)CNC(C1=CC=C(C=C1)OC(F)(F)F)=O)C